The molecule is a methylindole that is 1H-indole substituted by a methyl group at position 2. It derives from a hydride of a 1H-indole. CC1=CC2=CC=CC=C2N1